BrCCN1C(=O)C(=O)C2=CC=CC=C12 N-(2-bromoethyl)-isatin